N-ethyl-N-(2-(4-((6-hydroxy-2-(4-(Methylsulfonyl)phenyl)naphthalen-1-yl)oxy)phenoxy)ethyl)glycine benzyl ester C(C1=CC=CC=C1)OC(CN(CCOC1=CC=C(C=C1)OC1=C(C=CC2=CC(=CC=C12)O)C1=CC=C(C=C1)S(=O)(=O)C)CC)=O